IC1=CC=CC2=C1OC1=C2C=CC=C1 4-iododibenzo[b,d]furan